methyl ((2,6-dihydroxy-5'-methyl-4-pentyl-2'-(prop-1-en-2-yl)-[1,1'-biphenyl]-3-yl)sulfonyl)alaninate OC1=C(C(=CC(=C1S(=O)(=O)N[C@@H](C)C(=O)OC)CCCCC)O)C1=C(C=CC(=C1)C)C(=C)C